2-amino-2-(hydroxymethyl)propane-1,3-diol 3-(5-chloro-6-((5-chloropyridin-2-yl)methoxy)-2-oxobenzo[d]oxazol-3(2H)-yl)propanoate ClC=1C(=CC2=C(N(C(O2)=O)C(C(=O)OCC(CO)(CO)N)C)C1)OCC1=NC=C(C=C1)Cl